5-((4-((3-chlorobenzyl)amino)-5-methylpyrimidin-2-yl)amino)-benzo[c][1,2]oxaborole-1(3H)-ol ClC=1C=C(CNC2=NC(=NC=C2C)NC2=CC3=C(B(OC3)O)C=C2)C=CC1